C(C1=CC=CC=C1)OC=1C=C(C=CC1OC)/C(/C#N)=C/C#N 2-(3-benzyloxy-4-methoxyphenyl)maleonitrile